tert-butyl(6-bromo-2,3-dihydrobenzofuran-3-yl)(methyl)carbamate C(C)(C)(C)OC(N(C)C1COC2=C1C=CC(=C2)Br)=O